1-hydroxy-3-benzyl-4,6-dimethyl-pyridin-2-one ON1C(C(=C(C=C1C)C)CC1=CC=CC=C1)=O